CN1N=C2[C@@H](N(CCC2=C1C1=CC(=C(C(=C1)F)F)F)C(=O)C1=C2C=CN(C2=CC=C1)C)C (S)-(2,7-dimethyl-3-(3,4,5-trifluorophenyl)-2,4,5,7-tetrahydro-6H-pyrazolo[3,4-c]pyridin-6-yl)(1-methyl-1H-indol-4-yl)methanone